4-(N-(5-(4-(trifluoromethyl)phenoxy)-1H-indole-2-carbonyl)sulfamoyl)benzoic acid ethyl ester C(C)OC(C1=CC=C(C=C1)S(NC(=O)C=1NC2=CC=C(C=C2C1)OC1=CC=C(C=C1)C(F)(F)F)(=O)=O)=O